C1(CCCC1)OC1=CC=2N(C=C1C(=O)O)C=C(N2)C21COC(C2)(C1)C 7-(Cyclopentyloxy)-2-(1-methyl-2-oxabicyclo[2.1.1]hexan-4-yl)imidazo[1,2-a]pyridine-6-carboxylic acid